(R)-2-((2-amino-7-fluoropyrido[3,2-d]pyrimidin-4-yl)amino)-2-methylhexan-1-ol HCl Salt Cl.NC=1N=C(C2=C(N1)C=C(C=N2)F)N[C@@](CO)(CCCC)C